2-(1-(4-chlorobenzyl)-1H-benzo[d]imidazol-2-yl)ethan-1-amine dihydrochloride Cl.Cl.ClC1=CC=C(CN2C(=NC3=C2C=CC=C3)CCN)C=C1